dihexyl dicarbamate C(N)(OCCCCCC)=O.C(N)(OCCCCCC)=O